FC1(CC(C1)(C(=O)NC1=CC=C(C=C1)F)C1=CC=C(C=C1)C=1C=NC(=CC1CO)C(F)(F)F)F 3,3-Difluoro-N-(4-fluorophenyl)-1-(4-(4-(hydroxymethyl)-6-(trifluoromethyl)pyridin-3-yl)phenyl)cyclobutane-1-carboxamide